O1C(=NC2=C1C=CC=C2)CNC2=CC=C(C=C2)C (benzo[d]oxazol-2-ylmethyl)-4-methylaniline